[I-].[Li+].OO hydrogen peroxide Lithium iodide